(2S,4S)-N2-(3-chloro-4-fluorophenyl)-N2-methyl-1-[6-methyl-4-(trifluoromethyl)pyridin-2-yl]-N4-(1,3-thiazol-5-yl)pyrrolidine-2,4-dicarboxamide ClC=1C=C(C=CC1F)N(C(=O)[C@H]1N(C[C@H](C1)C(=O)NC1=CN=CS1)C1=NC(=CC(=C1)C(F)(F)F)C)C